(2S)-4,4-Difluoro-2-(4-fluorophenyl)-N-{4-[7-(pyridin-2-yl)-5H-pyrrolo[3,2-c]pyridazin-6-yl]pyridin-2-yl}butanamid FC(C[C@H](C(=O)NC1=NC=CC(=C1)C1=C(C=2N=NC=CC2N1)C1=NC=CC=C1)C1=CC=C(C=C1)F)F